COC1=CC=C2C(=C(C(C2=C1)=O)C=1SC=CC1)C=1C=NC=CC1 6-methoxy-3-(pyridin-3-yl)-2-(thiophen-2-yl)-1H-inden-1-one